iron chromium aluminum molybdenum niobium [Nb].[Mo].[Al].[Cr].[Fe]